1-(7-hydroxy-4-methyl-1H-indol-1-yl)ethan-1-one OC=1C=CC(=C2C=CN(C12)C(C)=O)C